6-fluoro-N-(4-((isopropylsulfonyl)methyl)phenyl)-7-(8-methyl-2,3-dihydro-1H-pyrido[2,3-b][1,4]oxazin-7-yl)quinazolin-2-amine FC=1C=C2C=NC(=NC2=CC1C1=C(C2=C(OCCN2)N=C1)C)NC1=CC=C(C=C1)CS(=O)(=O)C(C)C